silahexenone [SiH3]C(C=CCC)=O